5-bromoimidazo[1,2-a]pyridin-2-amine BrC1=CC=CC=2N1C=C(N2)N